FC1=CC=CC=2NC(=NC21)[C@H](C)NC(=O)[C@H](CC(=O)N2[C@H](CCCC2)C)NC(=O)C2C(C2)C(C)C N-[(1S)-1-[[(1S)-1-(4-fluoro-1H-benzimidazol-2-yl)ethyl]carbamoyl]-3-[(2S)-2-methyl-1-piperidyl]-3-oxo-propyl]-2-isopropyl-cyclopropanecarboxamide